C(C)OC1=CC=C(C=C1)/C=C/C(=O)N[C@H](CO)CC(C)C (S,E)-3-(4-ethoxyphenyl)-N-(1-hydroxy-4-methylpentan-2-yl)acrylamide